N1-(5-cyano-2-(piperidin-1-yl)phenyl)-N4,N4-dimethylbenzene-1,4-disulfonamide C(#N)C=1C=CC(=C(C1)NS(=O)(=O)C1=CC=C(C=C1)S(=O)(=O)N(C)C)N1CCCCC1